(2R,3R,4S,5S,6R)-3,5-bis(acetyloxy)-2-[2-(diethoxyphosphoryl)ethyl]-6-(2-methyl-4-nitrophenoxy)oxan-4-yl acetate C(C)(=O)O[C@H]1[C@@H]([C@H](O[C@@H]([C@H]1OC(C)=O)OC1=C(C=C(C=C1)[N+](=O)[O-])C)CCP(=O)(OCC)OCC)OC(C)=O